N[C@H]1CS(C2=C(N(C1=O)CC1=CC=C(C=C1)OCC(F)(F)F)C=C(C(=C2)F)C=2OC(=NN2)C(C)(C)C)(=O)=O (3R)-3-amino-7-(5-tert-butyl-1,3,4-oxadiazol-2-yl)-8-fluoro-1,1-dioxo-5-[[4-(2,2,2-trifluoroethoxy)phenyl]methyl]-2,3-dihydro-1lambda6,5-benzothiazepin-4-one